methyl 1-methyl-3-(4,4,5,5-tetramethyl-1,3,2-dioxaborolan-2-yl)-1H-pyrazole-5-carboxylate CN1N=C(C=C1C(=O)OC)B1OC(C(O1)(C)C)(C)C